FC(C1=CC=C(C=C1)C=1NC2=CC=CC=C2C1[C@]1(C(NC[C@H]1O)=O)NC(C)=O)F 3-[2-[4-(difluoromethyl)phenyl]-1H-indol-3-yl]-N-[(3S,4R)-4-hydroxy-2-oxo-pyrrolidin-3-yl]acetamide